FC(OC1=C(C=C(C=C1)SC1CCN(CC1)C(C)=O)N1N=C(C=2C=NC(=CC21)C=2C=NN1C2N=CC=C1)C)F 1-(4-((4-(difluoromethoxy)-3-(3-methyl-6-(pyrazolo[1,5-a]pyrimidin-3-yl)-1H-Pyrazolo[4,3-c]pyridin-1-yl)phenyl)thio)Piperidin-1-yl)ethan-1-one